C1(=CCCCC1)C=1C(C(=C(N(C1C)C)C)C(=O)NC1=CC(=C(C=C1)OC1=CC=NC2=CC(=C(N=C12)OC)OCCOC)F)=O 5-(Cyclohexen-1-yl)-N-[3-fluoro-4-[[6-methoxy-7-(2-methoxyethoxy)-1,5-naphthyridin-4-yl]oxy]phenyl]-1,2,6-trimethyl-4-oxopyridine-3-carboxamide